6-chloro-7-fluoro-3-{1-[4-(piperazine-1-carbonyl)-phenyl]-1H-[1,2,3]triazol-4-yl}-1H-quinolin-2-one ClC=1C=C2C=C(C(NC2=CC1F)=O)C=1N=NN(C1)C1=CC=C(C=C1)C(=O)N1CCNCC1